N-[2-[[(2S)-2-amino-4-guanidino-butanoyl]amino]ethyl]-4-[[3-[2,3-difluoro-4-(2-pyridyloxy)phenyl]imidazo[1,2-a]pyrazin-8-yl]amino]-2-ethyl-benzamide N[C@H](C(=O)NCCNC(C1=C(C=C(C=C1)NC=1C=2N(C=CN1)C(=CN2)C2=C(C(=C(C=C2)OC2=NC=CC=C2)F)F)CC)=O)CCNC(=N)N